Tert-butyl N-tert-butoxycarbonyl-N-[7-[[2-[(2,3-dichlorophenyl)methyl-(2-pyridylmethyl)amino]-2-oxo-acetyl]amino]-2-tetrahydropyran-2-yl-pyrazolo[4,3-c]pyridin-4-yl]carbamate C(C)(C)(C)OC(=O)N(C(OC(C)(C)C)=O)C1=NC=C(C=2C1=CN(N2)C2OCCCC2)NC(C(=O)N(CC2=NC=CC=C2)CC2=C(C(=CC=C2)Cl)Cl)=O